2-(4-((2S,5R)-2,5-diethyl-4-(1-(2-methylpyrazolo[1,5-a]pyridin-5-yl)ethyl)piperazin-1-yl)-1-methyl-2-oxo-1,2-dihydropyrazolo[1,5-a][1,3,5]triazin-7-yl)acetonitrile C(C)[C@@H]1N(C[C@H](N(C1)C(C)C1=CC=2N(C=C1)N=C(C2)C)CC)C2=NC(N(C=1N2N=C(C1)CC#N)C)=O